(3S)-5-chloro-7-{[3-(8-ethyl-2-{[(1r,4r)-4-[(tert-butoxycarbonyl)amino]cyclohexyl]amino}quinazolin-6-yl)-2,4-difluorophenyl] sulfamoyl}-2,3-dihydro-1-benzofuran-3-yl acetate C(C)(=O)O[C@@H]1COC2=C1C=C(C=C2S(NC2=C(C(=C(C=C2)F)C=2C=C1C=NC(=NC1=C(C2)CC)NC2CCC(CC2)NC(=O)OC(C)(C)C)F)(=O)=O)Cl